ClC1=CC(=C(C(=C1)C)C=1CCN(CC1)C(=O)OC(C)(C)C)C1=NC=NN2C1=CC(=C2)CN2C(C1C(C1C2=O)(C)C)=O tert-butyl 4-(4-chloro-2-(6-((6,6-dimethyl-2,4-dioxo-3-azabicyclo[3.1.0]hexan-3-yl)methyl)pyrrolo[2,1-f][1,2,4]triazin-4-yl)-6-methylphenyl)-3,6-dihydropyridine-1(2H)-carboxylate